Tert-butyl (2-methyl-5-(2H-1,2,3-triazol-4-yl)phenyl)carbamate CC1=C(C=C(C=C1)C1=NNN=C1)NC(OC(C)(C)C)=O